ClC=1C(=NC=C(C1)C=1C=CC=2C3=C(N(C2C1)C)C=CN=C3)N3CCN(CC3)CC=3C=C1C(N(C(C1=CC3)=O)N3C(NC(CC3)=O)=O)=O 5-((4-(3-chloro-5-(5-methyl-5H-pyrido[4,3-b]indol-7-yl)pyridin-2-yl)piperazin-1-yl)methyl)-2-(2,4-dioxotetrahydropyrimidine-1(2H)-yl)isoindoline-1,3-dione